lead (II) hydroxide acetate C(C)(=O)O.[Pb](O)O